C(C)(C)N[C@H]1[C@H](CNC1)O (3S,4R)-4-(Isopropylamino)pyrrolidin-3-ol